C1(=CC=CC=C1)S(=O)(=O)N1C=CC=2C1=NC=C1C2N(C(=N1)[C@@H](C)O)C1CN(CC1)S(=O)(=O)CC1=CC=CC=C1 (1R)-1-(6-(benzenesulfonyl)-1-(1-toluenesulfonyl-pyrrolidin-3-yl)-1,6-dihydroimidazo[4,5-d]Pyrrolo[2,3-b]Pyridin-2-yl)ethanol